1-methyl-5-(4-n-butyl-phenyl)quinoline CN1CC=CC2=C(C=CC=C12)C1=CC=C(C=C1)CCCC